2,2,2-trifluoro-N-((3R,4R,5R,6R)-2,4,5-trihydroxy-6-(hydroxymethyl)tetrahydro-2H-pyran-3-yl)acetamide FC(C(=O)N[C@H]1C(O[C@@H]([C@@H]([C@@H]1O)O)CO)O)(F)F